Methyl-(1R,2S,3R,4S)-3-(2-chloro-6-methoxybenzo[d]thiazole-7-carboxamido)bicyclo[2.2.1]heptane C[C@@]12C[C@H]([C@@H](CC1)C2)NC(=O)C2=C(C=CC=1N=C(SC12)Cl)OC